COC(=O)C1(C(OC2=CC=CC=C2C1=O)C1=CC=C(C=C1)Br)CC=C=CC=1C=C(C=CC1)C (-)-Methyl-2-(4-bromophenyl)-4-oxo-3-(4-(m-tolyl)buta-2,3-dien-1-yl)chromane-3-carboxylate